N-(2-(phenylmethyloxy)ethyl)carboxamide C1(=CC=CC=C1)COCCNC=O